S1C(=NC=C1)C(C)(C#C)O 2-thiazol-2-yl-but-3-yn-2-ol